tert-butyl (4R)-4-{(1R,2R)-3-[(4R)-4-benzyl-2-oxo-1,3-oxazolidin-3-yl]-2-cyclopropyl-1-hydroxy-3-oxopropyl}-2,2-dimethyl-1,3-oxazolidine-3-carboxylate C(C1=CC=CC=C1)[C@H]1N(C(OC1)=O)C([C@@H]([C@@H](O)[C@@H]1N(C(OC1)(C)C)C(=O)OC(C)(C)C)C1CC1)=O